tert-butyl (2R,4R)-4-hydroxy-2-(hydroxymethyl)-4-(thiophen-2-yl)pyrrolidine-1-carboxylate O[C@@]1(C[C@@H](N(C1)C(=O)OC(C)(C)C)CO)C=1SC=CC1